2-[2-(cyclopropylmethylamino)-4-pyridyl]-N-[3-(difluoromethyl)-1-[4-[[[(2S,4R)-4-hydroxypyrrolidine-2-carbonyl]amino]methyl]phenyl]pyrazol-4-yl]oxazole-4-carboxamide C1(CC1)CNC1=NC=CC(=C1)C=1OC=C(N1)C(=O)NC=1C(=NN(C1)C1=CC=C(C=C1)CNC(=O)[C@H]1NC[C@@H](C1)O)C(F)F